8-1-(3,4-dihydroxy-5-oxo-2,5-dihydrofuran-2-yl)ethane-1,2-diyl bis(cyclohexylcarbamate) C1(CCCCC1)NC(OC(COC(NC1CCCCC1)=O)C1OC(C(=C1O)O)=O)=O